C(#N)C=1N(C(N(C1)C1=CC(=NC=C1C#N)C(F)(F)F)=O)C1=CN=CC2=CC=CC=C12 Racemic-4-(4-cyano-3-(isoquinolin-4-yl)-2-oxoimidazol-1-yl)-6-(trifluoromethyl)nicotinonitrile